CC1=CC=C2C=CC=NC2=C1S(=O)(=O)NC1=C(C=CC=C1)C#CC=1C(=CC(=NC1)C(=O)O)C(=C)C 5-{2-[2-(7-methylquinoline-8-sulfonamido)phenyl]ethynyl}-4-(prop-1-en-2-yl)pyridine-2-carboxylic acid